(R)-N-(2-(3-(5-((1,3-dimethylazetidin-3-yl)(hydroxy)(4-isopropylphenyl)methyl)pyridin-3-yl)-1,2,4-oxadiazol-5-yl)ethyl)acetamide-2,2,2-d3 CN1CC(C1)(C)[C@@](C=1C=C(C=NC1)C1=NOC(=N1)CCNC(C([2H])([2H])[2H])=O)(C1=CC=C(C=C1)C(C)C)O